(R)-N-(6-(2-chloro-5-fluorophenyl)-2,8-dioxo-3-(2,2,2-trifluoroethyl)-1,2,3,6,7,8-hexahydroimidazo[4,5-e]isoindol-5-yl)-3-fluoro-5-(trifluoromethyl)benzamide ClC1=C(C=C(C=C1)F)[C@@H]1NC(C2=C3C(=CC(=C12)NC(C1=CC(=CC(=C1)C(F)(F)F)F)=O)N(C(N3)=O)CC(F)(F)F)=O